OC=1C(C2=CC=CC=C2C(C1C1=CC=CC=C1)=O)=O 2-Hydroxy-3-phenyl-1,4-Naphthalenedione